1-(2-ethoxy-6-fluorobenzyl)piperazine C(C)OC1=C(CN2CCNCC2)C(=CC=C1)F